(S)-5-(4-chloro-2-fluorophenyl)-2,3-dimethyl-7-(2-(pyridin-2-yl)morpholino)pyrido[4,3-d]pyrimidin-4(3H)-one ClC1=CC(=C(C=C1)C1=NC(=CC=2N=C(N(C(C21)=O)C)C)N2C[C@H](OCC2)C2=NC=CC=C2)F